tert-butyl (S)-(1-(5-amino-2-methyl-1-(1-methylpiperidin-4-yl)-1H-benzo[d]imidazole-4-yl)pyrrolidin-3-yl)carbamate NC1=C(C2=C(N(C(=N2)C)C2CCN(CC2)C)C=C1)N1C[C@H](CC1)NC(OC(C)(C)C)=O